NC=1N=CC(=NC1OCC1=C(C=NC=C1)OC)C=1C=C(C=2CCN(CC2C1)C)NC 7-(5-amino-6-((3-methoxypyridin-4-yl)methoxy)pyrazin-2-yl)-N,2-dimethyl-1,2,3,4-tetrahydroisoquinolin-5-amine